C(C)N(C(=O)C1=C(C=CC(=C1)F)C=1C=2N(N=C(C1)C1CCN(CC1)C(=O)OC(C)(C)C)C(=NC2)C)C(C)C Tert-butyl 4-(4-{2-[ethyl(isopropyl)carbamoyl]-4-fluorophenyl}-7-methylimidazo[1,5-b]pyridazin-2-yl)piperidine-1-carboxylate